ClC1=NC(=CC(=C1)C1COCCN1C(C=C)=O)C1=NC(=NC=C1)C 1-(3-(2-chloro-6-(2-methylpyrimidin-4-yl)pyridin-4-yl)morpholino)prop-2-en-1-one